Methyl (2S)-2-methyl-3-tetrahydropyran-2-yloxy-propionate C[C@H](C(=O)OC)COC1OCCCC1